BrC=1C=NC=C(C1N1CCN(CC1)C)C(F)F 1-(3-Bromo-5-(difluoromethyl)pyridin-4-yl)-4-methylpiperazine